2-benzyl-6-phenylisoquinolin-1(2H)-one C(C1=CC=CC=C1)N1C(C2=CC=C(C=C2C=C1)C1=CC=CC=C1)=O